4-[5-(aminomethyl)pyridin-2-yl]-3-(5-methyl-2-morpholin-4-yl-1,3-thiazole-4-carbonyl)benzonitrile NCC=1C=CC(=NC1)C1=C(C=C(C#N)C=C1)C(=O)C=1N=C(SC1C)N1CCOCC1